FC(OC1=CC=C(C=C1)C1=CN=C2N1C=CN=C2NC2=CC(=C(C(=O)NCCCN1CCOCC1)C=C2)C)F 4-[[3-[4-(difluoromethoxy)phenyl]imidazo[1,2-a]pyrazin-8-yl]amino]-2-methyl-N-(3-morpholinopropyl)benzamide